3-(3-(3-pyridyl)-4-thiazolinonyl)-N-(4-pyrazolylbutyl)benzamide copper-zinc-iron [Fe].[Zn].[Cu].N1=CC(=CC=C1)N1C(SC=C1C=1C=C(C(=O)NCCCCC2=NNC=C2)C=CC1)=O